ethyl 2-[4-(4,4,5,5-tetramethyl-1,3,2-dioxaborolan-2-yl)-1H-pyrazol-1-yl]propanoate CC1(OB(OC1(C)C)C=1C=NN(C1)C(C(=O)OCC)C)C